1,2-bis(bromoacetoxy)ethane (4-nitrophenyl)3-[2-[3-(4-amino-1-tert-butyl-pyrazolo[3,4-d]pyrimidin-3-yl)-5-cyclopropyl-isoxazol-4-yl]pyrimidin-5-yl]oxyazetidine-1-carboxylate [N+](=O)([O-])C1=CC=C(C=C1)OC(=O)N1CC(C1)OC=1C=NC(=NC1)C=1C(=NOC1C1CC1)C1=NN(C2=NC=NC(=C21)N)C(C)(C)C.BrCC(=O)OCCOC(CBr)=O